3,4-epoxycyclohexylmethyl-(3,4-epoxycyclohexane) C1(CC2C(CC1)O2)CC2CC1C(CC2)O1